(8-methyl-2,3-dihydro-1H-pyrido[2,3-b][1,4]oxazin-7-yl)-N-(2-(methylsulfonyl)pyridin-4-yl)-5,6,7,8-tetrahydropyrido[3,4-d]pyrimidin-2-amine CC1=C(C=NC=2OCCNC21)C=2C1=C(N=C(N2)NC2=CC(=NC=C2)S(=O)(=O)C)CNCC1